OC[C@H]1N(C[C@@H]([C@H]([C@@H]1O)O)O)CCC1=CC=C(C=C1)[N+](=O)[O-] (2R,3R,4R,5S)-2-(hydroxymethyl)-1-(4-nitrophenylethyl)piperidine-3,4,5-triol